CC=1N=CC2=C(N1)C(N(C(=C2)OC2CCOCC2)C)=O 2,7-dimethyl-6-((tetrahydro-2H-pyran-4-yl)oxy)pyrido[3,4-d]pyrimidin-8(7H)-one